6-(iodoacetamido)caproic acid ICC(=O)NCCCCCC(=O)O